(4-(4-((3-(3,6-difluoropyridin-2-yl)-1-((1r,4r)-4-ethoxycyclohexyl)-1H-pyrazol-4-yl)carbamoyl)thiazol-2-yl)-1H-pyrazol-1-yl)methyl (S)-2-amino-3,3-dimethylbutanoate mesylate S(C)(=O)(=O)O.N[C@H](C(=O)OCN1N=CC(=C1)C=1SC=C(N1)C(NC=1C(=NN(C1)C1CCC(CC1)OCC)C1=NC(=CC=C1F)F)=O)C(C)(C)C